(2R)-4-methyl-2-[[2-[(2R)-1-[(4-methylphenyl)methyl]-5-oxopyrrolidin-2-yl]acetyl]amino]pentanecarboxylic acid CC(C[C@H](CC(=O)O)NC(C[C@@H]1N(C(CC1)=O)CC1=CC=C(C=C1)C)=O)C